C(C)(=O)N(C)CC(=O)O acetylsarcosine